FC=1C=C2C(=CNC2=CC1F)NC(=O)C=1N=NN(C1)C=1C=NC(=C(C1)F)N1CC2(CC2)CC1 N-(5,6-difluoro-1H-indol-3-yl)-1-(5-fluoro-6-(5-azaspiro[2.4]heptan-5-yl)pyridin-3-yl)-1H-1,2,3-triazole-4-carboxamide